ClC1=NC=C(C(=C1)N1CC=C(C=C1C)OCC1=NC=C(C=C1F)F)C 2'-chloro-4-((3,5-difluoropyridin-2-yl)methoxy)-5',6-dimethyl-2H-[1,4'-bipyridine]